The molecule is a 3beta-hydroxy steroid resulting from the substitution of the 3beta-hydrogen of tomatidane by a hydroxy group. It is an azaspiro compound, an oxaspiro compound and a 3beta-hydroxy steroid. It derives from a hydride of a tomatidane. C[C@H]1CC[C@]2([C@H]([C@H]3[C@@H](O2)C[C@@H]4[C@@]3(CC[C@H]5[C@H]4CC[C@@H]6[C@@]5(CC[C@@H](C6)O)C)C)C)NC1